5-(Trifluoromethyl)-2,3-dihydro-1,4-benzodithiine FC(C1=CC=CC=2SCCSC21)(F)F